[Na+].[Na+].C(=O)([O-])CC1C(C1CCCCC(=O)[O-])(C)C 5-(3-(Carboxymethyl)-2,2-dimethylcyclopropyl)pentanoic acid disodium salt